N1(N=NC2=C1C=CC=C2)CCS(=O)(=O)F 2-(1H-1,2,3-benzotriazol-1-yl)ethanesulfonyl fluoride